ClC1=CC=2C(OCCC=3C=CC(=CC3C3=CC=C(C(NS(C(=C1O)C2)(=O)=O)=C3)F)F)=O 14-chloro-4,20-difluoro-15-hydroxy-17,17-dioxo-10-oxa-17λ6-thia-18-azatetracyclo[17.3.1.112,16.02,7]tetracosa-1(22),2(7),3,5,12(24),13,15,19(23),20-nonaen-11-one